ethyl (3R)-piperidine-3-carboxylate hydrochloride Cl.N1C[C@@H](CCC1)C(=O)OCC